FC=1C=C(C=CC1)N1C[C@H]2C([C@H]2C1)C1=NOC(=N1)CN1C=NC=2N=C(N(C2C1=O)C)[2H] 1-((3-((1R,5S,6r)-3-(3-fluorophenyl)-3-azabicyclo[3.1.0]hexan-6-yl)-1,2,4-oxadiazol-5-yl)methyl)-7-methyl-1,7-dihydro-6H-purin-6-one-8-d